C(C)(CC)C1C(NC2=C(CN1C(=NC#N)NC)C=CC=C2)=O 3-(sec-butyl)-N'-cyano-N-methyl-2-oxo-1,2,3,5-tetrahydro-4H-benzo[1,4]diazepine-4-carboxamidine